bis(3,5-diethyl-4-aminocyclohexyl)methane C(C)C1CC(CC(C1N)CC)CC1CC(C(C(C1)CC)N)CC